(4S,5R)-4-((cyclopropylmethyl)amino)-1-(1-(4-fluorophenyl)-1H-pyrazolo[3,4-c]pyridin-5-yl)-3,3-dimethyl-5-phenylpyrrolidin-2-one C1(CC1)CN[C@H]1C(C(N([C@@H]1C1=CC=CC=C1)C=1C=C2C(=CN1)N(N=C2)C2=CC=C(C=C2)F)=O)(C)C